3-iodo-4-methyl-1-p-toluenesulfonyl-1H-indole IC1=CN(C2=CC=CC(=C12)C)S(=O)(=O)C1=CC=C(C)C=C1